3-hydroxy-3-(2-(6-methoxynaphthalen-2-yl)-1,3-dithian-2-yl)piperidine-1-carboxylic acid tert-butyl ester C(C)(C)(C)OC(=O)N1CC(CCC1)(C1(SCCCS1)C1=CC2=CC=C(C=C2C=C1)OC)O